NC1CN(CC1)CCC1=CC=C(C(=O)NC2=CC=C(C=C2)S(=O)(=O)N2CCN(CC2)C2=NC(=CC(=C2)C(F)(F)F)Cl)C=C1 4-[2-(3-Aminopyrrolidin-1-yl)ethyl]-N-[4-[4-[6-chloro-4-(trifluoromethyl)-2-pyridyl]piperazin-1-yl]sulfonylphenyl]benzamide